C(C)(C)(C)C=1C=C(C(O)=C(C1)C(C)(C)C)O 4,6-di-t-butylcatechol